N-benzyl-3',4,5-trimethoxy-[1,1'-biphenyl]-2-sulfonamide C(C1=CC=CC=C1)NS(=O)(=O)C=1C(=CC(=C(C1)OC)OC)C1=CC(=CC=C1)OC